3-chloro-2-phenylimidazo[1,2-a]pyridine ClC1=C(N=C2N1C=CC=C2)C2=CC=CC=C2